C1(=C(C=CC=C1)N(C1=CC2=C(OC3=C2C=CC=C3)C=C1)C1=CC=C(C=C1)Cl)C1=CC=CC=C1 N-([1,1'-biphenyl]-2-yl)-N-(4-chlorophenyl)dibenzo[b,d]furan-2-amine